C1(CC1)C1=CC(=NN1)NC1=NC(=NC=C1)N1C[C@@H]2CN[C@@H]2C1 N-(5-Cyclopropyl-1H-pyrazol-3-yl)-2-[(1S,5S)-3,6-diazabicyclo[3.2.0]heptan-3-yl]pyrimidin-4-amine